C1(CCC1)[C@H]1COC[C@H](N1)C1=CC=C2CN(C(C2=C1)=O)C1=NC(=CC(=C1)C1=C(C=C(C#N)C=C1)C1=NN=CN1C)C1CC1 |r| rac-4-(2-{6-[(3R,5S)-5-cyclobutylmorpholin-3-yl]-1-oxo-3H-isoindol-2-yl}-6-cyclopropylpyridin-4-yl)-3-(4-methyl-1,2,4-triazol-3-yl)benzonitrile